(1s,4s)-4-(6-(2-(Dimethylamino)ethoxy)-4-methyl-1-oxoisoindolin-2-yl)-N-(3-methoxy-4-methylphenyl)cyclohexanecarboxamide CN(CCOC1=CC(=C2CN(C(C2=C1)=O)C1CCC(CC1)C(=O)NC1=CC(=C(C=C1)C)OC)C)C